3-ethyl-4-(1-(pyridin-3-ylmethyl)-benzoimidazol-2-yl)-1,2,5-oxadiazole 2-oxide C(C)C1=[N+](ON=C1C1=NC2=C(N1CC=1C=NC=CC1)C=CC=C2)[O-]